(4-((4-(3-hydroxyoxetan-3-yl)phenyl)amino)piperidin-1-yl)(4-(trifluoromethyl)phenyl)methanone OC1(COC1)C1=CC=C(C=C1)NC1CCN(CC1)C(=O)C1=CC=C(C=C1)C(F)(F)F